2-(Dimethyl-phosphoryl)-5-fluoro-N-(2-fluoro-4-iodophenyl)-aniline CP(=O)(C)C1=C(NC2=C(C=C(C=C2)I)F)C=C(C=C1)F